C1(=CC=CC2=CC=CC=C12)C(=O)OCCCC n-butyl naphthoate